2-chloro-5,6,7,8-tetrahydro-4H-thieno[3,2-b]azepine ClC1=CC=2NCCCCC2S1